C1=CNC=2C1=C1C=3CCCCC3C(=NC1=CC2)C2=CC1=C(N=C(S1)N)C=C2 6-(8,9,10,11-tetrahydro-3H-pyrrolo[3,2-a]phenanthridin-7-yl)benzo[d]thiazol-2-amine